3,4-dihydroxybenzilic acid OC=1C=C(C(C(=O)O)(O)C2=CC=CC=C2)C=CC1O